ClC1=C2C=C(C(NC2=CC=N1)=O)CC(=O)N[C@@H](C)C1=C(C=C(C=C1)F)F 2-(5-chloro-2-oxo-1H-1,6-naphthyridin-3-yl)-N-[(1S)-1-(2,4-difluorophenyl)ethyl]acetamide